BrC1=NC(=CC(=C1F)C(=O)N)C(F)F 2-Bromo-6-(difluoromethyl)-3-fluoropyridine-4-carboxamide